1-r-butyl 2-methyl (2S)-4-cyano-4-hydroxypyrrolidine-1,2-dicarboxylate C(#N)[C@]1(C[C@H](N(C1)C(=O)OCCCC)C(=O)OC)O